C(C)O[Si](CC[Si](OCC)(OCC)OCC)(OCC)OCC 1,2-bis-(triethoxysilyl)ethane